(S)-4-((5-Fluoropyridin-3-yl)oxy)-N-(7-(3-hydroxy-3-methylbut-1-yn-1-yl)-5-methyl-4-oxo-2,3,4,5-tetrahydrobenzo[b][1,4]oxazepin-3-yl)pyridineamide FC=1C=C(C=NC1)OC1=CC(=NC=C1)C(=O)N[C@@H]1C(N(C2=C(OC1)C=CC(=C2)C#CC(C)(C)O)C)=O